(4,4-Difluoropiperidin-1-yl)-N-isopentyl-1H-benzo[d]imidazole-1-carboxamide FC1(CCN(CC1)C1=NC2=C(N1C(=O)NCCC(C)C)C=CC=C2)F